FC1=NN(C=C1)S(=O)(=O)N(C)C 3-fluoro-N,N-dimethyl-1H-pyrazole-1-sulfonamide